C([C@@H]1[C@@H]([C@@H]([C@H]([C@@H](O1)O[C@H]([C@@H](CO)O)[C@@H]([C@H](C(=O)[O-])O)O)O)O)O)O.[Na+] lactobionic acid sodium salt